(R)-8-((4,6-difluoro-2-methylindolin-1-yl)methyl)-N,N-dimethyl-2-morpholino-4-oxo-4H-chromene-6-carboxamide FC1=C2C[C@H](N(C2=CC(=C1)F)CC=1C=C(C=C2C(C=C(OC12)N1CCOCC1)=O)C(=O)N(C)C)C